C(C1=CC=CC=C1)OC1=C([N+](=CC2=C(C=CC=C12)Br)[O-])C(=O)OC 4-(Benzyloxy)-8-bromo-3-(methoxycarbonyl)isoquinoline 2-oxide